Benzyloxypropyl-trimethoxysilan C(C1=CC=CC=C1)OCCC[Si](OC)(OC)OC